7-(5-fluoro-2-(((3S,4R)-3-hydroxytetrahydro-2H-pyran-4-yl)amino)pyrimidin-4-yl)-1-isopropyl-2-(((4-methoxyphenyl)amino)methyl)quinolin-4(1H)-one FC=1C(=NC(=NC1)N[C@H]1[C@@H](COCC1)O)C1=CC=C2C(C=C(N(C2=C1)C(C)C)CNC1=CC=C(C=C1)OC)=O